(-)-1-[(3S*,4R*)-4-(2,3-dihydrobenzofuran-5-yl)-2-oxopyrrolidin-3-yl]-3-(4-fluorophenyl)urea O1CCC2=C1C=CC(=C2)[C@H]2[C@@H](C(NC2)=O)NC(=O)NC2=CC=C(C=C2)F |o1:9,10|